C(#N)C1=CC(=C(C(=O)NC(C(=O)O)CCOC2CC(C2)CCC2=NC=3NCCCC3C=C2)C(=C1)C)C 2-[(4-cyano-2,6-dimethyl-benzoyl)amino]-4-[3-[2-(5,6,7,8-tetrahydro-1,8-naphthyridin-2-yl)ethyl]cyclobutoxy]butanoic acid